BrC=1C=CC(=C(C1)N(C(C)=O)C#C[Si](C(C)C)(C(C)C)C(C)C)C N-(5-bromo-2-methylphenyl)-N-((triisopropylsilyl)ethynyl)acetamide